C(C)OC(=O)C=1C(=C(N2C=CC=C2C1)C(C)OC1=CC=C(C=C1)[N+](=O)[O-])C 6-methyl-5-(1-(4-nitrophenyloxy)ethyl)indolizine-7-carboxylic acid ethyl ester